1,4-bisphenoxybenzene O(C1=CC=CC=C1)C1=CC=C(C=C1)OC1=CC=CC=C1